(R)-1-(4-(8-(but-3-en-1-yloxy)imidazo[1,2-a]pyrazin-6-yl)-5-methoxypyridin-2-yl)-N-ethylethan-1-amine C(CC=C)OC=1C=2N(C=C(N1)C1=CC(=NC=C1OC)[C@@H](C)NCC)C=CN2